3-[3-(4-dimethylaminophenylamino)-2-hydroxypropyl]-1H-1,2,4-triazol-5(4H)-one CN(C1=CC=C(C=C1)NCC(CC1=NNC(N1)=O)O)C